(R)-2-(3-cyclobutoxy-3-methylazetidin-1-yl)-5-(5-(1-(3,5-dichloro-2-methyl-pyridin-4-yl)ethoxy)-1H-indazol-3-yl)nicotinonitrile C1(CCC1)OC1(CN(C1)C1=C(C#N)C=C(C=N1)C1=NNC2=CC=C(C=C12)O[C@H](C)C1=C(C(=NC=C1Cl)C)Cl)C